N-(3-chloro-5-(methylsulfonamido)phenyl)-4-(5-(3,3-difluoroazetidin-1-yl)-3-((3-fluoro-5-(trifluoromethyl)benzyl)oxy)pyridin-2-yl)-5-methylthiophene-2-carboxamide ClC=1C=C(C=C(C1)NS(=O)(=O)C)NC(=O)C=1SC(=C(C1)C1=NC=C(C=C1OCC1=CC(=CC(=C1)C(F)(F)F)F)N1CC(C1)(F)F)C